(S)-2-Methyl-N-(1-(2-methyl-7-(2-methylthiazol-5-yl)quinolin-5-yl)cyclopropyl)-5-((1-methylazetidin-2-yl)methoxy)benzamide CC1=C(C(=O)NC2(CC2)C2=C3C=CC(=NC3=CC(=C2)C2=CN=C(S2)C)C)C=C(C=C1)OC[C@H]1N(CC1)C